4-[3-[2,6-Dichloro-4-[3-[3-(difluoromethoxy)azetidin-1-yl]azetidin-1-yl]benzoyl]-2,4-dihydro-1,3-benzoxazin-8-yl]-5-fluoro-2-(3-oxa-8-azabicyclo[3.2.1]octan-8-yl)benzoic acid ClC1=C(C(=O)N2COC3=C(C2)C=CC=C3C3=CC(=C(C(=O)O)C=C3F)N3C2COCC3CC2)C(=CC(=C1)N1CC(C1)N1CC(C1)OC(F)F)Cl